(R)-5-Methyl-1-(1-(4-(1,3,3-trimethylpiperidin-4-yl)benzyl)-1H-indol-5-yl)-1H-pyrazol-3-carboxamid CC1=CC(=NN1C=1C=C2C=CN(C2=CC1)CC1=CC=C(C=C1)[C@@H]1C(CN(CC1)C)(C)C)C(=O)N